4-[2-(1,2-oxazol-3-yl)pyrrolidin-1-yl]piperidine dihydrochloride Cl.Cl.O1N=C(C=C1)C1N(CCC1)C1CCNCC1